4-trimethylpentyl-2-phenoxyacetate CC(CCCCC1=CC=C(OCC(=O)[O-])C=C1)(C)C